(4-(1-ethyl-3-(thiazol-2-yl)-1H-pyrazol-5-yl)phenyl)-2-fluorobenzamide C(C)N1N=C(C=C1C1=CC=C(C=C1)C=1C(=C(C(=O)N)C=CC1)F)C=1SC=CN1